8-hydroxypyren-1,3,6-trisulfonic acid OC=1C=C(C=2C=CC3=C(C=C(C=4C=CC1C2C43)S(=O)(=O)O)S(=O)(=O)O)S(=O)(=O)O